1-(3-chlorophenyl)-5-(trifluoromethyl)-N-(2-(trifluoromethyl)pyridin-4-yl)-1H-pyrazole-4-carboxamide ClC=1C=C(C=CC1)N1N=CC(=C1C(F)(F)F)C(=O)NC1=CC(=NC=C1)C(F)(F)F